4-bromo-7-((2,4-dimethoxybenzyl)amino)thieno[2,3-c]pyridine-2-carboxylic acid methyl ester COC(=O)C1=CC=2C(=C(N=CC2Br)NCC2=C(C=C(C=C2)OC)OC)S1